N-(2-chloropyrimidin-5-yl)-6-((1,5-dimethyl-1H-pyrazol-4-yl)methoxy)isoquinolin-1-amine ClC1=NC=C(C=N1)NC1=NC=CC2=CC(=CC=C12)OCC=1C=NN(C1C)C